C1(CCCC1)OCOC(=O)C1C2C3C4C=CC(C3C(C1)C2)C4 8-cyclopentyloxymethyloxycarbonyl-tetracyclo[4.4.0.12,5.17,10]-3-dodecene